ethylene glycol Methyl-Formate CC(=O)OCCO